2-CYCLOPROPYL-2-HYDROXYACETIC ACID C1(CC1)C(C(=O)O)O